FC1=C(C=CC=2N(C(N(C21)C)=O)C2C(NC(CC2)=O)=O)N2CC(C2)CO[C@@H]2[C@@H](CNCC2)F 3-[4-Fluoro-5-[3-[[(3R,4S)-3-fluoro-4-piperidinyl]oxymethyl]azetidin-1-yl]-3-methyl-2-oxo-benzimidazol-1-yl]piperidine-2,6-dione